6-bromo-3-(cyanomethyl)benzofuran-2-carboxylic acid BrC1=CC2=C(C(=C(O2)C(=O)O)CC#N)C=C1